CO[C@H]1C[C@H]([C@@H](C1)C(=O)OC)C(CNC(C1=CC=C(C=C1)OC1=CC=CC=C1)=O)=O methyl (1R,2R,4S)-4-methoxy-2-((4-phenoxybenzoyl)glycyl)cyclopentane-1-carboxylate